4-[1-(3-aminopropyl)indol-3-yl]-3-(2-chlorophenyl)-1H-pyrrole-2,5-dione NCCCN1C=C(C2=CC=CC=C12)C1=C(C(NC1=O)=O)C1=C(C=CC=C1)Cl